(S)-1-(2,2-difluoroethyl)-3-(1-(6-ethoxy-5-methoxypyridin-2-yl)-2-(methylsulfonyl)ethyl)-6-(2-fluorophenyl)-7-methyl-1H-imidazo[4,5-b]pyridin-2(3H)-one FC(CN1C(N(C2=NC=C(C(=C21)C)C2=C(C=CC=C2)F)[C@H](CS(=O)(=O)C)C2=NC(=C(C=C2)OC)OCC)=O)F